(3S,4R)-1-(4-(4-Bromo-1H-imidazol-1-yl)phenyl)-4-fluoro-N-methylpyrrolidin-3-amine BrC=1N=CN(C1)C1=CC=C(C=C1)N1C[C@@H]([C@@H](C1)F)NC